CC1(CCN(CC1)CC=1C=CC=2N(C1)C=C(N2)CC2=C(C(=O)N)C=C(C=N2)N2CCCC2)C ((6-((4,4-dimethylpiperidin-1-yl)methyl)imidazo[1,2-a]pyridin-2-yl)methyl)-5-(pyrrolidin-1-yl)nicotinamide